C(C)(C)(C)OC(=O)O[C@@H]1[C@H]([C@H](N(C1)C(=O)OC(C)(C)C)CC1=CC=C(C=C1)OC)O tert-butyl (2R,3S,4S)-4-[(tert-butoxycarbonyl) oxy]-3-hydroxy-2-[(4-methoxyphenyl)methyl]pyrrolidine-1-carboxylate